C(CCCCCCCCCCCCCCCCCCCCC)(=O)N[C@@H]1C[C@H]2C[C@H]([C@H]3[C@@H]4CC[C@H]([C@@H](CCC(=O)O)C)[C@]4([C@H](C[C@@H]3[C@]2(CC1)C)O)C)O 3β-behenamido-7α,12α-dihydroxy-5β-cholan-24-oic acid